FC=1C=NC(=C(C(=O)NC2(CC2)C2=CC(=CC=C2)F)C1)OC 5-Fluoro-N-(1-(3-fluorophenyl)cyclopropyl)-2-methoxynicotinamide